FC1=C(C#N)C=C(C=C1)OC(C)C 2-fluoro-5-isopropoxybenzonitrile